FC1=C(OC2=NC=CC=C2C(=O)N)C=CC=C1 2-fluorophenoxy-pyridine-3-carboxamide